N1=C(NC2=C1C=CC=C2)C#N benzimidazolecarbonitrile